5-[3-(cyclopentyloxy)-4-methoxyphenyl]-3-[(3-methylphenyl)methyl](3S,5S)-2-piperidone C1(CCCC1)OC=1C=C(C=CC1OC)[C@@H]1C[C@H](C(NC1)=O)CC1=CC(=CC=C1)C